C(C)(C)OC1=CC=C(C=N1)C(C)=O 1-(6-isopropoxypyridin-3-yl)ethanone